ethyl 2-{4-[(2S)-1-(morpholin-4-ylcarbonyl)pyrrolidin-2-yl]piperidin-1-yl}-6-azaspiro[3.4]octane-6-carboxylate N1(CCOCC1)C(=O)N1[C@@H](CCC1)C1CCN(CC1)C1CC2(C1)CN(CC2)C(=O)OCC